C(#N)C1=CC=C(CNC(=O)C2=NN(C=3C(N(CCC32)CC3(CC3)S(=O)(=O)C(C)(CCO)C)=O)C)C=C1 N-(4-Cyanobenzyl)-6-((1-((4-hydroxy-2-methylbutan-2-yl)sulfonyl)cyclopropyl)methyl)-1-methyl-7-oxo-4,5,6,7-tetrahydro-1H-pyrazolo[3,4-c]pyridine-3-carboxamide